trichloromethyl-(1H)-1,2,4-triazole-3-carboxylic acid ethyl ester C(C)OC(=O)C1=NN(C=N1)C(Cl)(Cl)Cl